N(=[N+]=[N-])[C@@](COC)(C)C1=CN=C(C2=CN=C(C=C12)Cl)C (S)-4-(2-azido-1-methoxyprop-2-yl)-6-chloro-1-methyl-2,7-naphthyridine